C1(CCC1)[C@@H](C=1C=C(C(=O)N2CC3(C4=CC(=CC=C24)NS(=O)(=O)C)CCC2(CC3)CC2)C=CC1)O (S)-N-(1''-(3-(cyclobutyl(hydroxy)methyl)benzoyl)dispiro[cyclopropane-1,1'-cyclohexane-4',3''-indolin]-5''-yl)methanesulfonamide